NC1=C(C=CC(=C1)OCC(C)(C)O)O 2-amino-4-(2-hydroxy-2-methylpropyloxy)phenol